3-((4-(tert-butoxycarbonyl)phenyl)amino)propanoic acid C(C)(C)(C)OC(=O)C1=CC=C(C=C1)NCCC(=O)O